(2R,4R)-4-([1,1'-Biphenyl]-3-yl)-N-((R)-1-(((6-amino-2-methylpyridin-3-yl)methyl)amino)-1-oxopropan-2-yl)pyrrolidine-2-carboxamide Di-trifluoroacetate salt FC(C(=O)O)(F)F.FC(C(=O)O)(F)F.C1(=CC(=CC=C1)[C@H]1C[C@@H](NC1)C(=O)N[C@@H](C(=O)NCC=1C(=NC(=CC1)N)C)C)C1=CC=CC=C1